3-amino-9-ethyl-carbazole (S)-tert-Butyl-4-(6-(6-Chloro-2-methyl-3-oxo-2,3-dihydropyridazin-4-ylamino)pyridin-3-yl)-3-methylpiperazine-1-carboxylate C(C)(C)(C)OC(=O)N1C[C@@H](N(CC1)C=1C=NC(=CC1)NC=1C(N(N=C(C1)Cl)C)=O)C.NC=1C=CC=2N(C3=CC=CC=C3C2C1)CC